C(OOOC(C)(C)CCCC)(OC(C)(C)C)=O t-heptylperoxy t-butyl monocarbonate